C(#N)C1=NC(=CC(=N1)N(C(OC(C)(C)C)=O)C1CCC(CC1)(F)F)N1CCOCC1 tert-butyl (2-cyano-6-morpholinopyrimidin-4-yl)(4,4-difluoro cyclohexyl)carbamate